3-(5-(6-(2-fluorophenyl)-2-azaspiro[3.3]hept-5-ene-2-carbonyl)-1-oxoisoindolin-2-yl)piperidine-2,6-dione FC1=C(C=CC=C1)C1=CC2(CN(C2)C(=O)C=2C=C3CN(C(C3=CC2)=O)C2C(NC(CC2)=O)=O)C1